butyl N-[(1S)-2-[[(1S)-2-amino-2-oxo-1-[[(3S)-2-oxo-3-piperidyl]methyl]ethyl]amino]-1-(cyclopropylmethyl)-2-oxo-ethyl]carbamate NC([C@H](C[C@H]1C(NCCC1)=O)NC([C@H](CC1CC1)NC(OCCCC)=O)=O)=O